3,4,5-triethoxy-phenethylamine C(C)OC=1C=C(CCN)C=C(C1OCC)OCC